FC(C(=O)NC=1C=C2C(=NC=NC2=CC1F)NC1=CC(=NC=C1)C1=C(C=CC=C1)F)=C 2-fluoro-N-(7-fluoro-4-((2-(2-fluorophenyl)Pyridin-4-yl)amino)quinazolin-6-yl)acrylamide